14-chloro-4,6,8,10,12-pentamethylpentadecyl decoxymethyl ether C(CCCCCCCCC)OCOCCCC(CC(CC(CC(CC(CC(C)Cl)C)C)C)C)C